C(#N)CC1(CN(C=2N(C1)N=CC2)C2=CC=C(C=C2)C(F)(F)F)C(=O)OCC ethyl 6-(cyanomethyl)-4-(4-(trifluoromethyl) phenyl)-4,5,6,7-tetrahydropyrazolo[1,5-a]pyrimidine-6-carboxylate